ClC1=CC(=C(C(=C1)C(C)C)NC(=O)NS(=O)(=O)C=1C=C2C(=NC1)C=CS2)C(C)C N-((4-chloro-2,6-diisopropylphenyl)carbamoyl)thieno[3,2-b]pyridine-6-sulfonamide